N-[1-[3-(5-bromo-2-pyridyl)pyrazin-2-yl]ethyl]-3-(1-cyano-1-methyl-ethyl)-5-(trifluoromethyl)benzamide BrC=1C=CC(=NC1)C=1C(=NC=CN1)C(C)NC(C1=CC(=CC(=C1)C(F)(F)F)C(C)(C)C#N)=O